C1([C@H](O)[C@H](O)[C@H](O1)CO)OC=1C(C(=O)O)=CC=CC1.C(C1=CN=CC=C1)(=O)N nicotinamide ribosylsalicylate